C1N(CCC2=CC=NC=C12)C1C(CN(CC1)C(=O)OC(C)(C)C)(F)F tert-butyl 4-(3,4-dihydro-2,7-naphthyridin-2(1H)-yl)-3,3-difluoropiperidine-1-carboxylate